C(C)(C)(C)OC(=O)N1CC2=C(CC1)N(C(=N2)C(NC2=C(C(=CC=C2)B2OC(C(O2)(C)C)(C)C)C)=O)C 1-methyl-2-((2-methyl-3-(4,4,5,5-tetramethyl-1,3,2-dioxaborolan-2-yl)phenyl)carbamoyl)-1,4,6,7-tetrahydro-5H-imidazo[4,5-c]pyridine-5-carboxylic acid tert-butyl ester